N-(3-chloro-5-(methylsulfonylamino)phenyl)-5-(hydroxymethyl)-1-(pyridin-2-yl)-1H-pyrrole-3-carboxamide ClC=1C=C(C=C(C1)NS(=O)(=O)C)NC(=O)C1=CN(C(=C1)CO)C1=NC=CC=C1